4-((5-(1-(2-(3-mercapto-3-methylbutanoyl)hydrazono)ethyl)pyrimidin-2-yl)oxy)butanoic acid SC(CC(=O)NN=C(C)C=1C=NC(=NC1)OCCCC(=O)O)(C)C